2-(3,3,4,4,5,5,6,6-Octafluorohexoxymethyl)oxirane FC(CCOCC1OC1)(C(C(C(F)F)(F)F)(F)F)F